2-(((2r,3s,4r,5r)-5-(6-amino-9H-purin-9-yl)-3,4-dihydroxytetrahydrofuran-2-yl)methoxy)-4-(3-chloro-2-fluorophenyl)-1,3,2-dioxaphosphorinane 2-sulfide NC1=C2N=CN(C2=NC=N1)[C@H]1[C@@H]([C@@H]([C@H](O1)COP1(OCCC(O1)C1=C(C(=CC=C1)Cl)F)=S)O)O